FC1=C(C(=C(C(=C1F)F)F)F)[B-](C1=C(C(=C(C(=C1F)F)F)F)F)(C1=C(C(=C(C(=C1F)F)F)F)F)C1=C(C(=C(C(=C1F)F)F)F)F.C[NH+](CCCCCCCCCC)CCCCCCCCCC N-methyl-N,N-didecylammonium tetrakis(perfluorophenyl)borate